4,6-diisopropyl-isophthalaldehyde C(C)(C)C1=C(C=C(C=O)C(=C1)C(C)C)C=O